1-chloro-4-(o-tolyl)-7-((1,1,1-trifluoropropan-2-yl)oxy)isoquinoline ClC1=NC=C(C2=CC=C(C=C12)OC(C(F)(F)F)C)C1=C(C=CC=C1)C